C1=CC=C(C=C1)N(C2=CC=CC=C2)C3=CC=C(C=C3)C4=CC=C(C=C4)N(C5=CC=CC=C5)C6=CC=CC=C6 N,N,N,N-tetraphenylbenzidine